(S)-2-(5-(3-((2-Chloro-5-(5-(morpholinomethyl)pyrazin-2-yl)pyridin-4-yl)amino)butoxy)-1,3-dimethyl-1H-pyrazol-4-yl)pyrimidin-4-amine ClC1=NC=C(C(=C1)N[C@H](CCOC1=C(C(=NN1C)C)C1=NC=CC(=N1)N)C)C1=NC=C(N=C1)CN1CCOCC1